1-(1-methyl-1H-indol-6-yl)-3-(pyridin-3-yl)quinazoline-2,4(1H,3H)-dione CN1C=CC2=CC=C(C=C12)N1C(N(C(C2=CC=CC=C12)=O)C=1C=NC=CC1)=O